OC(CCC[C@@H](C)[C@H]1CC[C@@H]2CCCC[C@@]12C)(C)C (1R,3aS,7aR)-1-((R)-6-hydroxy-6-methylheptan-2-yl)-7a-methyloctahydro-4H-indene